[N+](=O)([O-])C1=CC=C(C=C1)N1CCN(CC1)C1CCC2(CCN(CC2)C=2C=CC(=NC2)C(=O)O)CC1 5-[9-[4-(4-nitrophenyl)piperazin-1-yl]-3-azaspiro[5.5]undecan-3-yl]pyridine-2-carboxylic acid